5-[1-(2-Fluoro-6-methyl-phenyl)-piperidin-4-yl]-2-(1-isobutyryl-azetidin-3-yl)-7-(2-trifluoromethyl-benzyl)-2,4,5,7-tetrahydro-pyrazolo[3,4-d]pyrimidin-6-on FC1=C(C(=CC=C1)C)N1CCC(CC1)N1C(N(C=2C(C1)=CN(N2)C2CN(C2)C(C(C)C)=O)CC2=C(C=CC=C2)C(F)(F)F)=O